C(C=CCCCCCCCCCC=CC(=O)N)(=O)N nonamethylenebisacrylamide